FC=1C(=CC2=CN(N=C2C1)C)B1OC(C(O1)(C)C)(C)C 6-fluoro-2-methyl-5-(4,4,5,5-tetramethyl-1,3,2-dioxaborolan-2-yl)-2H-indazole